1-(9-((3R,5S,6R)-5-amino-6-(2,5-difluorophenyl)tetrahydro-2H-pyran-3-yl)-4-methyl-7,8,9,10-tetrahydropyrido[4',3':3,4]pyrazolo[1,5-a]pyrimidine-2-carbonyl)piperidine-4-carboxamide N[C@H]1C[C@H](CO[C@@H]1C1=C(C=CC(=C1)F)F)N1CC=2C(=NN3C2N=C(C=C3C)C(=O)N3CCC(CC3)C(=O)N)CC1